N1N=CC(=C1)C1CN(C1)C(=O)OC(C)(C)C tert-butyl 3-(1H-pyrazol-4-yl)azetidine-1-carboxylate